COC(=O)C1C(=NC(=CC1=CC=O)Cl)Cl.COC(=O)N1C(C=CC1=O)=O N-methoxyCarbonylmaleimide methyl-2,6-dichloro-4-(2-oxoethylidene)pyridine-3-carboxylate